5-chloro-N4-(2-fluorophenyl)-N2-(5-(4-methylpiperazin-1-yl)pyridin-2-yl)pyrimidine-2,4-diamine ClC=1C(=NC(=NC1)NC1=NC=C(C=C1)N1CCN(CC1)C)NC1=C(C=CC=C1)F